4-(5-dodecyl)benzenesulfonate CCCCC(CCCCCCC)C1=CC=C(C=C1)S(=O)(=O)[O-]